2-(2-(1-(Cyclopropylsulfonyl)-1H-pyrazol-4-yl)pyrimidin-4-yl)-N4-(3-((2,2-difluoroethyl)amino)cyclohexyl)-5-(1-(difluoromethyl)-1H-pyrazol-3-yl)pyridine-2,4-diamine C1(CC1)S(=O)(=O)N1N=CC(=C1)C1=NC=CC(=N1)C1(NC=C(C(=C1)NC1CC(CCC1)NCC(F)F)C1=NN(C=C1)C(F)F)N